methyl ((1-benzylcyclopropoxy) carbonyl)-L-leucinate C(C1=CC=CC=C1)C1(CC1)OC(=O)N[C@@H](CC(C)C)C(=O)OC